C(C)OCOCCCC(C)[Li] 4-ethoxymethoxy-1-methylbutyllithium